CC1NC(SC1C)=S 4,5-dimethylthiazolidine-2-thione